O=C1N(CC=2C=C3C(=CC12)C1(CCNCC1)CO3)C3CNCCC3 3-(5-Oxo-5,7-dihydro-2H,6H-spiro[furo[2,3-f]isoindole-3,4'-piperidin]-6-yl)piperidine